ClC=1C=CC(=NC1)NC1=C(C=CC=C1)OC1=CC=CC=C1 5-Chloro-2-(2-phenoxyphenylamino)pyridine